BrC=1C=CC(=NC1)CNSC(C)(C)C N-((5-bromopyridin-2-yl)methyl)-2-methylpropan-2-sulfenamide